5,8-dimethyldecalindicarboxylic acid CC1C2CCCC(C2C(CC1)C)(C(=O)O)C(=O)O